7,2'-dihydroxy-4',5'-methylenedioxyisoflavone OC1=CC=C2C(C(=COC2=C1)C1=C(C=C2C(=C1)OCO2)O)=O